2,4,8-trichloro-6-(trifluoromethyl)quinoline ClC1=NC2=C(C=C(C=C2C(=C1)Cl)C(F)(F)F)Cl